NN1CCC(CC1)CCN1CCN(CC1)C1=C(C=C(C=C1)C1C(NC(CC1)=O)=O)F 3-(4-(4-(2-(1-aminopiperidin-4-yl)ethyl)piperazin-1-yl)-3-fluorophenyl)piperidine-2,6-dione